3-chloro-7-nitro-1H-indole-4-carbonitrile ClC1=CNC=2C(=CC=C(C12)C#N)[N+](=O)[O-]